4-Chloro-N1-(2-Ethylpyridin-3-yl)-5-(trifluoromethyl)benzene-1,2-diamine ClC=1C=C(C(=CC1C(F)(F)F)NC=1C(=NC=CC1)CC)N